N-methyl-2-iodobenzamide CNC(C1=C(C=CC=C1)I)=O